NC(CCNC1=NOC2=C1C=C(C=C2)CN2CCN(CC2)C(=O)OC(C)(C)C)=O tert-butyl 4-((3-((3-amino-3-oxopropyl)amino)benzo[d]isoxazol-5-yl)methyl)piperazine-1-carboxylate